ClC=1C(=NC(=NC1)NC1CCN(CC1)C(=O)C1CCN(CC1)CCN1CCC(CC1)C1=CC2=C(N(C(N2C)=O)C2C(NC(CC2)=O)=O)C=C1)C1=CC(=CC=C1)C1=CC=CC=C1 3-[5-[1-[2-[4-[4-[[5-chloro-4-(3-phenylphenyl)pyrimidin-2-yl]amino]piperidine-1-carbonyl]-1-piperidyl]ethyl]-4-piperidyl]-3-methyl-2-oxo-benzimidazol-1-yl]piperidine-2,6-dione